C(C)OC(=O)C=1C(=NN(C1)S(N(C)C)(=O)=O)CC1=C(C=CC(=C1)C)Cl (2-chloro-5-methylbenzyl)-1-(N,N-dimethylsulfamoyl)-1H-pyrazole-4-carboxylic acid ethyl ester